3,5-bis(3-t-butyl-4-butyl-methyl)styrene phenylpropionate C1(=CC=CC=C1)OC(CC)=O.C(C)(C)(C)C(CC)CCC=1C=C(C=C)C=C(C1)CCC(CC)C(C)(C)C